4,5-diamino-N-(3-(3-hydroxy-2-oxopyridin-1(2H)-yl)propyl)pentanamide NC(CCC(=O)NCCCN1C(C(=CC=C1)O)=O)CN